C(C)C1=NN(C2=C1C(NCC1(CCOCC1)C2)=O)CC(COC(C2=CC=C(C=C2)S(=O)(=O)N2CCCC2)=O)(C)C 4-Pyrrolidin-1-ylsulfonylbenzoic acid [3-(3-ethyl-4-oxo-spiro[6,8-dihydro-5H-pyrazolo[4,3-c]azepin-7,4'-tetrahydropyran]-1-yl)-2,2-dimethyl-propyl] ester